BrC1=CN=CC(=N1)C1=CC(=C(C=C1)S(=O)(=O)N(C1CCN(CC1)C)C)OC 4-(6-bromopyrazine-2-yl)-2-methoxy-N-methyl-N-(1-methylpiperidin-4-yl)benzenesulfonamide